[K+].Br/C(/C=C/C1=[N+](C2=CC=C(C=C2C1(C)C)S(=O)(=O)[O-])CCCS(=O)(=O)[O-])=C\C=C\1/N(C2=CC=C(C=C2C1(C)C)S(=O)(=O)[O-])CCCS(=O)(=O)[O-].[K+].[K+] 2-((1E,3Z,5Z)-3-bromo-5-(3,3-dimethyl-5-sulfonato-1-(3-sulfonatopropyl)indolin-2-ylidene)penta-1,3-dienyl)-3,3-dimethyl-1-(3-sulfonatopropyl)-3H-indolium-5-sulfonate potassium salt